(R)-6-methyl-2-(4-((1-(2-methyl-3-(trifluoromethyl)phenyl)ethyl)amino)quinolin-6-yl)-2,6-diazaspiro[3.4]octan-5-one CN1C(C2(CN(C2)C=2C=C3C(=CC=NC3=CC2)N[C@H](C)C2=C(C(=CC=C2)C(F)(F)F)C)CC1)=O